O=C1C2CC(C(N1)=O)C2 2,4-dioxo-3-azabicyclo[3.1.1]heptan